C1(CCCCC1)C[C@H](C(=O)N1CC2(CCCC2)[C@](CC1)(O)CN1C(C[C@@H](C1)C1=CC=CC=C1)=O)C (R)-1-(((S)-7-((R)-3-cyclohexyl-2-methylpropanoyl)-10-hydroxy-7-azaspiro[4.5]decan-10-yl)methyl)-4-phenylpyrrolidin-2-one